C(#N)C1=CC=C(OC2=CC(=C(C=C2)B2OC(C)(C)C(C)(C)O2)CBr)C=C1 4-(4-cyano-phenoxy)-2-bromomethylphenylboronic acid pinacol ester